S1C=C(C=2C1=NC=CC2)C#N Thiopheno[2,3-b]pyridine-3-carbonitrile